methyl 5-[4-(tert-butoxycarbonyl) piperazin-1-yl]-3-ethylcinnoline-8-carboxylate C(C)(C)(C)OC(=O)N1CCN(CC1)C1=C2C=C(N=NC2=C(C=C1)C(=O)OC)CC